Chloro[3-phenylallyl]Palladium (II) Cl[Pd]CC=CC1=CC=CC=C1